(R)-2-(7-(5-Chloro-2-((tetrahydro-2H-pyran-4-yl)amino)pyrimidin-4-yl)-1-oxo-3,4-dihydropyrrolo[1,2-a]pyrazin-2(1H)-yl)-N-((S)-1-(3-fluoro-5-methoxyphenyl)-2-hydroxyethyl)propanamide ClC=1C(=NC(=NC1)NC1CCOCC1)C=1C=C2N(CCN(C2=O)[C@@H](C(=O)N[C@H](CO)C2=CC(=CC(=C2)OC)F)C)C1